3-fluoro-5-[({2-[(9R)-9-(pyridin-2-yl)-6-oxaspiro[4.5]decan-9-yl]ethyl}amino)methyl]pyridine-2-carbonitrile FC=1C(=NC=C(C1)CNCC[C@]1(CCOC2(CCCC2)C1)C1=NC=CC=C1)C#N